(E)-1-phenyl-4-(phenylsulfonyl)but-3-en-2-one C1(=CC=CC=C1)CC(\C=C\S(=O)(=O)C1=CC=CC=C1)=O